ClC1=C2C3=C(N=CN=C3C=C1C1=C3C(=NC=C1C)NN=C3)N3[C@H](CO2)CN(CC3)C(=O)OC(C)(C)C Tert-butyl (8aS)-6-chloro-5-(5-methyl-1H-pyrazolo[3,4-b]pyridin-4-yl)-8a,9,11,12-tetrahydropyrazino[2',1':3,4][1,4]oxazepino[5,6,7-de]quinazoline-10(8H)-carboxylate